ClC1=C(C(=O)NC2=C3C=NN(C3=CC=C2)C2=CC=C(C=C2)C(F)(F)F)C=C(C=C1)CNC(C(CC)(O)CC)=O 2-chloro-5-{[(2-ethyl-2-hydroxybutanoyl)amino]methyl}-N-{1-[4-(trifluoromethyl)phenyl]-1H-indazol-4-yl}benzamide